1-(4-(4-amino-7-cyclopropyl-7H-pyrrolo[2,3-d]pyrimidin-5-yl)benzo[d]oxazol-7-yl)-3-(5-(1-(trifluoromethyl)cyclopropyl)isoxazol-3-yl)urea NC=1C2=C(N=CN1)N(C=C2C2=CC=C(C1=C2N=CO1)NC(=O)NC1=NOC(=C1)C1(CC1)C(F)(F)F)C1CC1